C(C(=C)C)(=O)O.C(#N)C1=C(C=CC=C1)C=CC1=CC=CC=C1 cyanostilbene methacrylate